COC(=O)C=1C=2N(C=CC1C=1C=NN(C1C)CC13CC4CC(CC(C1)C4)C3)C(=CN2)C=2N=NC(=CC2C)NC=2SC3=C(N2)C=CC=C3 7-(1-(adamantan-1-ylmethyl)-5-methyl-1H-pyrazol-4-yl)-3-(6-(benzo[d]thiazol-2-ylamino)-4-methylpyridazin-3-yl)imidazo[1,2-a]pyridine-8-carboxylic acid methyl ester